6-chloro-2-[(3R)-3-methylpiperazin-1-yl]-2,3-dihydro-1H-indene-4-carboxylic acid ClC=1C=C(C=2CC(CC2C1)N1C[C@H](NCC1)C)C(=O)O